(2R,4S)-1-tert-butyl 2-methyl 4-(5-bromo-7-chloro-2H-benzo[b][1,4]oxazin-4(3H)-yl)pyrrolidine-1,2-dicarboxylate BrC1=CC(=CC=2OCCN(C21)[C@H]2C[C@@H](N(C2)C(=O)OC(C)(C)C)C(=O)OC)Cl